C(CCC)S(=O)(=O)NC1=C(C=C(C=C1)C1=C2C(=NC=C1)NC=C2)CC 4-(4-(butylsulfonamido)-3-ethylphenyl)-1H-pyrrolo[2,3-b]pyridin